C(C(=C)C)(=O)OC1=CC=C(C=C1)N=NC1=CC=CC=C1 trans-4-(phenylazo)phenyl methacrylate